tert-butyl (1-(4-chloropyridin-2-yl)-5-oxopyrrolidin-3-yl)carbamate ClC1=CC(=NC=C1)N1CC(CC1=O)NC(OC(C)(C)C)=O